3-((3-fluoro-2-methoxyphenyl)amino)-2-(3-((1,4,5,6-tetrahydrocyclopenta[c]pyrazol-3-yl)methoxy)pyridin-4-yl)-1,5,6,7-tetrahydro-4H-pyrrolo[3,2-c]pyridin-4-one FC=1C(=C(C=CC1)NC1=C(NC2=C1C(NCC2)=O)C2=C(C=NC=C2)OCC=2C1=C(NN2)CCC1)OC